ClC=1C=C(C=NC1)O[C@@H]1CC[C@H](CC1)NC(C(C)(C)OC1=CC=C(C=C1)Cl)=O trans-N-(4-((5-Chloropyridin-3-yl)oxy)cyclohexyl)-2-(4-chlorophenoxy)-2-methylpropanamide